(E)-1-(2-nitrophenyl)-N-phenylmethoxymethanimine [N+](=O)([O-])C1=C(C=CC=C1)\C=N\OCC1=CC=CC=C1